dodecylnaphthalenesulfonate sodium salt [Na].C(CCCCCCCCCCC)OS(=O)(=O)C1=CC=CC2=CC=CC=C12